2-Cyclobutylacetic acid chloromethyl ester ClCOC(CC1CCC1)=O